CCCCCCCCCCCCCC(=O)OC[C@H](CO)OC(=O)CCCCCCC/C=C\\CCCCCC The molecule is a 1,2-diacyl-sn-glycerol with myristoyl and palmitoleoyl as 1- and 2-acyl groups respectively. It has a role as a mouse metabolite. It is a 1,2-diacyl-sn-glycerol and a tetradecanoate ester. It derives from a palmitoleic acid.